C(#N)C1=C(C=C(C=N1)NC(C(CCCCC(=O)OCC)=O)=O)C(F)(F)F ethyl 7-((6-cyano-5-(trifluoromethyl)pyridin-3-yl)amino)-6,7-dioxoheptanoate